ClC1=C(C=2N=C(N=C3C2C(=N1)OCC1(COC1)N3C)OC[C@]31CCCN1C[C@@H](C3)F)F 5-chloro-4-fluoro-2-(((2R,7aS)-2-fluorotetrahydro-1H-pyrrolizin-7a(5H)-yl)methoxy)-10-methyl-8H,10H-7-oxa-1,3,6,10-tetraazaspiro[cyclohepta[de]naphthalene-9,3'-oxetan]